ClC=1C(=NN2C1CNCCC2)C(=O)C2CC2 (3-chloro-5,6,7,8-tetrahydro-4H-pyrazolo[1,5-a][1,4]diazepin-2-yl)-cyclopropyl-methanone